Cl.COC(CC1(CC1)C(C)N)=O 2-[1-(1-aminoethyl)cyclopropyl]acetic acid methyl ester hydrochloride